acetoxy-6-chloro-2-oxa-4,6-pregnadiene C(C)(=O)OCC[C@H]1CC[C@H]2[C@@H]3C=C(C4=CCOC[C@]4(C)[C@H]3CC[C@]12C)Cl